hydrogen [4-[4-(diethylamino)-2',4'-disulphonatobenzhydrylidene]cyclohexa-2,5-dien-1-ylidene]diethylammonium CCN(CC)C1=CC=C(C=C1)C(=C2C=CC(=[N+](CC)CC)C=C2)C3=C(C=C(C=C3)S(=O)(=O)[O-])S(=O)(=O)O